Ethyl (S)-3-(5-cyclopropyl-4-fluoro-2',4'-dimethyl-6'-(pent-4-en-1-yloxy)-[1,1'-biphenyl]-3-yl)-3-((R)-2-hydroxypent-4-enamido)propanoate C1(CC1)C=1C(=C(C=C(C1)C1=C(C=C(C=C1OCCCC=C)C)C)[C@H](CC(=O)OCC)NC([C@@H](CC=C)O)=O)F